2-((2-amino-7-bromopyrido[3,2-d]pyrimidin-4-yl)amino)-2-methylhexan-1-ol NC=1N=C(C2=C(N1)C=C(C=N2)Br)NC(CO)(CCCC)C